C(C)[C@]1(C(OCC=2C(N3CC=4N(C5=CC=C(C=C5C(C4C3=CC21)=O)F)C2CCN(CC2)C)=O)=O)O (S)-4-ethyl-8-fluoro-4-hydroxy-11-(1-methylpiperidin-4-yl)-1,12-dihydro-14H-pyrano[3',4':6,7]indolizino[2,1-b]quinoline-3,6,14(4H,11H)-trione